7-bromo-3-(trifluoromethyl)-5H-pyrido[4,3-B]indole BrC=1C=CC=2C3=C(NC2C1)C=C(N=C3)C(F)(F)F